CC(C)(C)S(=O)N=C(C)C 2-methyl-N-propan-2-ylidene-propane-2-sulfinamide